ClC1=CC=C(C=C1)N1N=C(C=C1)OCC=C(C(C(=O)NC)=NOC)C 5-{[1-(4-chlorophenyl)-1H-pyrazol-3-yl]oxy}-2-(methoxyimino)-N,3-dimethylpenta-3-enamide